C(C(C)C)C1(C=CC2=CC=3CCCC3C=C12)[Li] 1-isobutyl-1,5,6,7-tetrahydro-s-indacenyl-lithium